ClCC1=CC=C(C=C1)C=1N(C=C(N1)C(F)(F)F)C(C)C.[P] monophosphorus 2-(4-(chloromethyl)phenyl)-1-isopropyl-4-(trifluoromethyl)-1H-imidazole